2,3,5,6-tetrafluorophenyl 4-benzyloxy-3-chloro-5-methoxybenzoate C(C1=CC=CC=C1)OC1=C(C=C(C(=O)OC2=C(C(=CC(=C2F)F)F)F)C=C1OC)Cl